N-(5-Cyano-6-(2H-1,2,3-triazol-2-yl)pyridin-3-yl)-1-(thieno[3,2-b]pyridin-7-yl)-5-(trifluoromethyl)-1H-pyrazole-4-carboxamid C(#N)C=1C=C(C=NC1N1N=CC=N1)NC(=O)C=1C=NN(C1C(F)(F)F)C1=C2C(=NC=C1)C=CS2